C(C)N1C(=NN(C1=O)C1=NC(=C(C(=O)NC=2C(=NNC2)OC)C=C1F)O[C@H](C(F)(F)F)C)CO (S)-6-(4-Ethyl-3-(hydroxymethyl)-5-oxo-4,5-dihydro-1H-1,2,4-triazol-1-yl)-5-fluoro-N-(3-methoxy-1H-pyrazol-4-yl)-2-((1,1,1-trifluoropropan-2-yl)oxy)nicotinamide